CS(=O)(=O)[O-].C(CCCCCCC)[NH+]1C=C(C=C1)CC 1-octyl-3-ethylpyrrolium methanesulfonate